COC1=CC=C(C=C1)C(=S)SCC(=O)O 2-(4-methoxyphenylthiocarbonylthio)acetic acid